(R)-2-((S)-4-(5-chloropyrimidin-2-yl)-2-methyl-3,6-dihydropyridin-1(2H)-yl)-4-((1-(hydroxymethyl)cyclobutyl)amino)-6,7-dihydrothieno[3,2-d]pyrimidine 5-oxide ClC=1C=NC(=NC1)C=1C[C@@H](N(CC1)C=1N=C(C2=C(N1)CC[S@]2=O)NC2(CCC2)CO)C